C[SiH](O[SiH](C)C)C 1,1,3,3-Tetramethyldisiloxane